COC=1C=C(C=CC1OC)C(N1N=NC(=C1)CCNC1CCCC1)C=1SC2=C(N1)C=CC(=C2)CC N-(2-(1-((3,4-dimethoxyphenyl)(6-ethylbenzo[d]thiazol-2-yl)methyl)-1H-1,2,3-triazol-4-yl)ethyl)cyclopentanamine